ClC1=CC(=C2C(=N1)N(C=N2)CC(=O)OC)Cl methyl 2-(5,7-dichloro-3H-imidazo[4,5-b]pyridin-3-yl)acetate